O\N=C/C1=C(OC2(CCC2)C(=O)OCC)C=CC=C1 (Z)-ethyl 1-(2-((hydroxyimino)methyl)phenoxy)cyclobutanecarboxylate